Cl.N[C@H](C)C1=CC=C(C=C1)C1=C(C=C(C=2NC(C3=C(C=CC=C3C12)C)=O)C)O (R)-1-(4-(1-aminoethyl)phenyl)-2-hydroxy-4,7-dimethyl-6(5H)-phenanthridinone hydrochloride